N,N-dibutylbutanamide C(CCC)N(C(CCC)=O)CCCC